3-(6-methoxy-1-oxo-7-(trifluoromethoxy)isoindolin-2-yl)piperidine-2,6-dione COC1=CC=C2CN(C(C2=C1OC(F)(F)F)=O)C1C(NC(CC1)=O)=O